1-[4-(benzyloxy)-2-ethoxy-3-methylphenyl]ethane-1-one C(C1=CC=CC=C1)OC1=C(C(=C(C=C1)C(C)=O)OCC)C